1,4-phenylenediisothiocyanate C1(=CC=C(C=C1)N=C=S)N=C=S